FC1=C2C(=C(NC2=CC(=C1)F)C1=CC=C(C=C1)CC)C=O 4,6-DIFLUORO-2-(4-ETHYLPHENYL)-1H-INDOLE-3-CARBOXALDEHYDE